N[C@@H](C(=O)O)CNC(=O)C=1C=C(C=C(C1)F)C1=C(C=CC=C1)C(N)=O (R)-2-amino-3-(2'-carbamoyl-5-fluoro-[1,1'-biphenyl]-3-carboxamido)propanoic acid